CCCCCCCCC(CCCCCCCC)OC(CCCCCCCNCCCN1C(=NC=C1)C)=O 8-((3-(2-methyl-1H-imidazol-1-yl)propyl)amino)caprylic acid heptadecan-9-yl ester